C1CCC12NCCN(C2)C2CC(C2)C(=O)N 3-{5,8-diazaspiro[3.5]non-8-yl}cyclobutane-1-carboxamide